[3-(3,4-Dihydro-1H-isoquinolin-2-yl)-propyl]-furan-2-ylmethyl-amine C1N(CCC2=CC=CC=C12)CCCNCC=1OC=CC1